N-(4-fluorophenyl)-2-nitrobiphenyl-4-amine FC1=CC=C(C=C1)NC1=CC(=C(C=C1)C1=CC=CC=C1)[N+](=O)[O-]